1,1,1-trifluoroheptan FC(CCCCCC)(F)F